1-(4-bromo-2-hydroxy-phenyl)ethanone oxime BrC1=CC(=C(C=C1)C(C)=NO)O